1,3-Dibutylbenzimidazolium trifluoromethanesulfonate FC(S(=O)(=O)[O-])(F)F.C(CCC)[N+]1=CN(C2=C1C=CC=C2)CCCC